O=C(CCCCN1C(=O)N(C=2N=CN(C2C1=O)C)C)C 1-[5-oxohexyl]-3,7-dimethylxanthine